FC1=CC=C(C=C1)NC(C1=CC=C(C=C1)N1CCNCC1)=O N-(4-fluorophenyl)-4-(piperazin-1-yl)benzamide